NC1=C(N=C(C(=N1)C#N)C#N)N diaminodicyanopyrazine